C(C1=CC=CC=C1)OC1=C(C=CC=C1)CC(O)C=1NC(NC1)=O 4-[2-(2-Benzyloxyphenyl)-1-hydroxyethyl]-1,3-dihydroimidazol-2-one